N1N=C(C=C1)OC1=C(C(=C(C=C1)NC(C)=O)Cl)Cl N-(4-((1H-pyrazol-3-yl)oxy)-2,3-dichlorophenyl)acetamide